N-tert-butyl-4-[[2-(2,6-dichlorophenyl)acetyl]amino]pyridine-2-carboxamide C(C)(C)(C)NC(=O)C1=NC=CC(=C1)NC(CC1=C(C=CC=C1Cl)Cl)=O